2-[(2R,5R)-5-methyl-2-{[(3R)-3-methylmorpholin-4-yl]methyl}piperazin-1-yl]ethen-1-one C[C@H]1NC[C@@H](N(C1)C=C=O)CN1[C@@H](COCC1)C